N-benzyl-7-(4-bromo-3-chloro-benzoyl)-2-[4-(4-fluoropyrazol-1-yl)phenyl]-3-oxo-6,8-dihydro-5H-imidazo[1,5-a]pyrazine-1-carboxamide C(C1=CC=CC=C1)NC(=O)C=1N(C(N2C1CN(CC2)C(C2=CC(=C(C=C2)Br)Cl)=O)=O)C2=CC=C(C=C2)N2N=CC(=C2)F